3-Amino-2-(2-hydroxypropan-2-yl)-7-methyl-6,7-dihydro-8H-pyrrolo[3,4-g]quinolin-8-one NC=1C(=NC2=CC3=C(C=C2C1)CN(C3=O)C)C(C)(C)O